CN1N=C(C=C1C=O)C1=CC=CC=C1 1-Methyl-3-phenyl-1H-pyrazole-5-formaldehyde